1-((2R,3R,4R,5R)-5-((bis(4-methoxyphenyl)(phenyl)methoxy)methyl)-3-fluoro-4-hydroxytetrahydrofuran-2-yl)-5-iodopyrimidine-2,4(1H,3H)-dione COC1=CC=C(C=C1)C(OC[C@@H]1[C@H]([C@H]([C@@H](O1)N1C(NC(C(=C1)I)=O)=O)F)O)(C1=CC=CC=C1)C1=CC=C(C=C1)OC